O=C1C2N(C3=C(N1)N=CC=C3)CCN(C2)C(=O)OCC2=CC=CC=C2 benzyl (+)-5-oxo-1,2,4,4a,5,6-hexahydro-3H-pyrazino[1,2-a]pyrido[2,3-e]pyrazine-3-carboxylate